2-(Tert-butoxycarbonyl)-1-benzothiophene-5-carboxylic acid C(C)(C)(C)OC(=O)C=1SC2=C(C1)C=C(C=C2)C(=O)O